CCN\\1C2=C(C3=C(C=C2)C(=CC(=C3)S(=O)(=O)[O-])S(=O)(=O)[O-])C(/C1=C/C=C/C=C/C=C/C4=[N+](C5=C(C4(C)C)C=C(C=C5)C(=O)O)CCCCS(=O)(=O)[O-])(C)C The molecule is an anionic unsymmetrical C7 cyanine dye having substituted indoleinine and benzo[e]indoleinine groups at either end. It has a role as a fluorochrome. It is a cyanine dye and an organosulfonate oxoanion.